7-methoxypyrazolo[1,5-a]pyridine-3-carboxylic acid COC1=CC=CC=2N1N=CC2C(=O)O